ClC1=CC(=C(C(=C1)C(C)C)NC(=O)NS(=O)(=O)C1=NN(C=C1)C(C)C)C(C)C N-((4-chloro-2,6-diisopropylphenyl)carbamoyl)-1-isopropyl-1H-pyrazole-3-sulfonamide